C(C)(C)(C)OC(=O)N1CCC(CC1)OC1=CC=C(C=C1)OC(F)(F)F 1-tert-butoxycarbonyl-[4-(4-trifluoromethoxyphenoxy)]piperidine